C(CCC)[C@H]1N(S(C2=C(N(C1)C)C=C(C(=C2)O\C=C(\C(=O)O)/F)SC)(=O)=O)C (R,Z)-3-((3-butyl-2,5-dimethyl-7-(methylthio)-1,1-dioxido-2,3,4,5-tetrahydrobenzo[f][1,2,5]thiadiazepin-8-yl)oxy)-2-fluoroacrylic acid